C(CCCCCCCCCCCCCCC)CN(C)C.SC=1N=NSC1 mercaptothiadiazole hexadecyldimethylmethylamine salt